C[Si](C#CCCCCCCCCCCCCOCCCO)(C)C 3-(14-trimethylsilyltetradec-13-ynyloxy)propan-1-ol